tert-Butyl N-[2-[(2S)-2-(tert-butoxycarbonylamino)-4-fluoro-butyl]-3,5-dichloro-thieno[3,2-b]pyridin-7-yl]-N-(thiazol-2-ylmethyl)carbamate C(C)(C)(C)OC(=O)N[C@H](CC1=C(C2=NC(=CC(=C2S1)N(C(OC(C)(C)C)=O)CC=1SC=CN1)Cl)Cl)CCF